C(#N)[C@H]1CN(CCN1)C(=O)NC=1SC(=C(N1)C1=CC(=CC=C1)C#N)C1=CC(=NC(=C1)C)C (3R)-3-cyano-N-[4-(3-cyanophenyl)-5-(2,6-dimethyl-4-pyridyl)thiazol-2-yl]piperazine-1-carboxamide